3,7-Dimethyldodecan CC(CC)CCCC(CCCCC)C